ClCC(CC1(N(CC(C1)=C)C(=O)OC(C)(C)C)C(=O)OC)=C 1-tert-butyl 2-methyl 2-[2-(chloromethyl)prop-2-en-1-yl]-4-methylenepyrrolidin-1,2-Dicarboxylate